bromo-5-methoxypyridine 1-oxide BrC1=[N+](C=C(C=C1)OC)[O-]